amino-9-((2R,3S,4S,5R)-4-fluoro-3-hydroxy-5-(hydroxymethyl)tetrahydrofuran-2-yl)-7-(prop-2-yn-1-yl)-7,9-dihydro-1H-purine-6,8-dione NN1C=NC=2N(C(N(C2C1=O)CC#C)=O)[C@@H]1O[C@@H]([C@H]([C@H]1O)F)CO